N-methyl-N-(pyridin-2-yl)acetamide CN(C(C)=O)C1=NC=CC=C1